NC1=C(C=CC(=C1)NCC1=CC=CC=C1)NC(CCCCCC)=O N-(2-amino-4-(benzylamino)phenyl)heptanamide